C(C)(C)(C)OC(=O)N1C[C@H](OC2=C(C1)N=C(C=C2)Cl)CC (R)-7-chloro-2-ethyl-2,3-dihydropyrido[2,3-f][1,4]oxazepine-4(5H)-carboxylic acid tert-butyl ester